ClC1=C2C(N(C(NC2=C(C=C1)S(=O)(=O)C=1C=C2C=CC=NC2=CC1)=O)O)=O 5-chloro-3-hydroxy-8-(quinolin-6-ylsulfonyl)quinazoline-2,4(1H,3H)-dione